tert-Butyl (3-((2,4-dimethoxybenzyl)amino)-3-oxopropyl)carbamate COC1=C(CNC(CCNC(OC(C)(C)C)=O)=O)C=CC(=C1)OC